3-(((8-isopropyl-2-(methylthio)pyrazolo[1,5-a][1,3,5]triazin-4-yl)amino)methyl)phenol C(C)(C)C=1C=NN2C1N=C(N=C2NCC=2C=C(C=CC2)O)SC